FC(OC1=C(C=C(C=C1)OC1=CC(=CC=C1)[C@H]1NCCOC1)C1=NN(C=C1NC(=O)C=1C=NN2C1N=CC=C2)C)F N-[3-[2-(difluoromethoxy)-5-[3-[(3R)-morpholin-3-yl]phenoxy]phenyl]-1-methyl-1H-pyrazol-4-yl]pyrazolo[1,5-a]pyrimidine-3-carboxamide